COC1=CC=C(COCC2=CC=C(C=C2)OC)C=C1 4-methoxybenzylether